tert-Butyl 4-(N-Phenylpropionamido)piperidine-1-carboxylate C1(=CC=CC=C1)N(C(CC)=O)C1CCN(CC1)C(=O)OC(C)(C)C